2-(difluoromethyl)-5-(3-fluoro-5-{1-[(oxan-3-yl)methyl]-1H-imidazol-2-yl}phenyl)-1,3,4-oxadiazole FC(C=1OC(=NN1)C1=CC(=CC(=C1)C=1N(C=CN1)CC1COCCC1)F)F